C(CCCCCCCCCCCCCCCCCCC)C(CCC)(N)N n-eicosyl-butanediamine